N[C@H](C(=O)N[C@@H](CC(=O)OCC)C=1C=C(C=C(C1F)F)C1=C(C=C(C=C1C)F)C)CC(C)C ethyl (3S)-3-[(2S)-2-amino-4-methylpentanamido]-3-{4,4',5-trifluoro-2',6'-dimethyl-[1,1'-biphenyl]-3-yl}propanoate